2-butyl-N,N-bis[(2,4-dimethoxyphenyl)methyl]-3-[(2,2-dimethyl-1,3-dioxan-5-yl)methyl]-4-isopropoxy-imidazo[4,5-d]pyridazin-7-amine C(CCC)C=1N(C=2C(=C(N=NC2OC(C)C)N(CC2=C(C=C(C=C2)OC)OC)CC2=C(C=C(C=C2)OC)OC)N1)CC1COC(OC1)(C)C